FC(OCCOC1=NN=C(O1)[C@@H]1OC[C@H](CO1)N1C(C2=CC=CC=C2C1=O)=O)(F)F 2-[trans-2-{5-[2-(trifluoromethoxy)ethoxy]-1,3,4-oxadiazol-2-yl}-1,3-dioxan-5-yl]-2,3-dihydro-1H-isoindole-1,3-dione